4-((2-(trimethylsilyl)ethoxy)methoxy)-9-((2-(trimethylsilyl)ethoxy)methyl)-7-(4-vinylpiperidin-1-yl)-9H-pyrimido[4,5-b]indole C[Si](CCOCOC1=NC=NC=2N(C3=CC(=CC=C3C21)N2CCC(CC2)C=C)COCC[Si](C)(C)C)(C)C